N-trimethoxysilylpropyl-N,N,N-trimethylammonium chloride [Cl-].CO[Si](OC)(OC)CCC[N+](C)(C)C